N-(2-(2-amino-6-(azetidin-1-yl)-9H-purin-9-yl)ethyl)-1-ethyl-3-methyl-1H-pyrazole-5-carboxamide NC1=NC(=C2N=CN(C2=N1)CCNC(=O)C1=CC(=NN1CC)C)N1CCC1